BrC1=C(C=CC=C1N1C2=CC=C3C(=C2C=2C=C4C(=CC12)C=CC=C4)C=CC=C3)N(C3=CC=CC4=CC=CC=C34)C3=CC4=CC=CC=C4C=C3 N-(2-bromo-3-(7H-dibenzo[b,g]carbazol-7-yl)phenyl)-N-(naphthalen-2-yl)naphthalen-1-amine